diethylcycloheptylpyridinium C(C)C=1C(=[N+](C=CC1)C1CCCCCC1)CC